2,2'-ethylene-bis(2-oxazoline) C(CC=1OCCN1)C=1OCCN1